1,2,3,4-tetrahydroquinazoline-6-sulfonamide N1CNCC2=CC(=CC=C12)S(=O)(=O)N